OC=1C=C(C=CC1O)CC(CC1=C(C=C(C=C1O)O)O)O 1-(3,4-dihydroxyphenyl)-3-(2,4,6-trihydroxyphenyl)-2-propanol